(S)-2-(((1RS,4SR)-3,3-dimethyl-4-(4-(5,6,7,8-tetrahydro-1,8-naphthyridin-2-yl)butoxy)cyclopentyl)(methyl)amino)-2-((S)-1-methylisochroman-8-yl)acetic acid CC1(C[C@H](C[C@@H]1OCCCCC1=NC=2NCCCC2C=C1)N([C@H](C(=O)O)C=1C=CC=C2CCO[C@H](C12)C)C)C |&1:3,5|